C1(=NC(=CC2=C1NC1=CC=CC=C21)C(=O)O)C(=O)O 9H-pyrido[3,4-b]indole-1,3-dicarboxylic acid